O=C1NCC12NCCN(C2)C(=O)OC(C)(C)C tert-butyl 1-oxo-2,5,8-triazaspiro[3.5]nonane-8-carboxylate